N1=CN=CC(=C1)CNC(=O)[C@@H]1CC12CCN(CC2)C(=O)OC(C(F)(F)F)C(F)(F)F |o1:10| 1,1,1,3,3,3-hexafluoro-propan-2-yl (R or S)-1-((pyrimidin-5-ylmethyl)carbamoyl)-6-aza-spiro[2.5]octane-6-carboxylate